(7R)-2-(1-{[1-(3-chlorobenzoyl)azetidin-3-yl]methyl}-2-[1-(cyclopropylmethyl)-1H-pyrrolo[2,3-b]pyridin-2-yl]-7-methoxy-1H-1,3-benzodiazole-5-carbonyl)-2-azabicyclo[2.2.1]heptan-7-amine ClC=1C=C(C(=O)N2CC(C2)CN2C(=NC3=C2C(=CC(=C3)C(=O)N3C2CCC(C3)[C@H]2N)OC)C2=CC=3C(=NC=CC3)N2CC2CC2)C=CC1